5-(4-bromo-2-fluoro-phenyl)-3-(6-fluoro-2-pyridinyl)-1,2,4-oxadiazole BrC1=CC(=C(C=C1)C1=NC(=NO1)C1=NC(=CC=C1)F)F